COC(C1=C(C=CC=C1C)C1=CC(N(C(=C1)C)CC1=CC=CC=C1)=O)=O 2-(1-benzyl-6-methyl-2-oxo-1,2-dihydropyridin-4-yl)-6-methylbenzoic acid methyl ester